N-(5-(2-chloroacetamido)-2-fluoropyridin-3-yl)-6-(1-methyl-1H-pyrazol-4-yl)pyrazolo[1,5-a]pyrazine-3-carboxamide ClCC(=O)NC=1C=C(C(=NC1)F)NC(=O)C=1C=NN2C1C=NC(=C2)C=2C=NN(C2)C